FC1(CCC2=C1N=C(N=C2C2=CC1=C([C@@H](CO1)NS(=O)(=O)C)C(=C2)F)N2[C@H]([C@@H](C2)O)C)F N-[(3S)-6-[7,7-difluoro-2-[(2S,3R)-3-hydroxy-2-methyl-azetidin-1-yl]-5,6-dihydrocyclopenta[d]pyrimidin-4-yl]-4-fluoro-2,3-dihydrobenzofuran-3-yl]methanesulfonamide